1-butyl-3-methylimidazole-3-ium C(CCC)N1C=[N+](C=C1)C